(5S)-2-(3-pyrimidin-5-yl-1H-pyrrolo[2,3-b]pyridin-4-yl)-2,6-diazaspiro[4.5]decane N1=CN=CC(=C1)C1=CNC2=NC=CC(=C21)N2C[C@]1(CC2)NCCCC1